C1(CC1)C=1C=NC(=C(C(=O)O)C1)NC1=C(C(=CC(=C1)F)C1CCOCC1)OC(F)F 5-cyclopropyl-2-((2-(Difluoromethoxy)-5-fluoro-3-(tetrahydro-2H-pyran-4-yl)phenyl)amino)nicotinic acid